FC=1C=C(C=C(C1)[N+](=O)[O-])C#C[Si](C)(C)C ((3-fluoro-5-nitro-phenyl)ethynyl)trimethylsilane